methyl 2-((R)-1-(4-(6-((4-chloro-2-fluorobenzyl) oxy) pyridin-2-yl) piperidin-1-yl) propyl)-1-(((S)-oxetan-2-yl) methyl)-1H-benzo[d]imidazole-6-carboxylate ClC1=CC(=C(COC2=CC=CC(=N2)C2CCN(CC2)[C@H](CC)C2=NC3=C(N2C[C@H]2OCC2)C=C(C=C3)C(=O)OC)C=C1)F